N[C@@H]1C2=CC=CC=C2CC12CCN(CC2)C=2C(=NC(=CN2)CCC2=C(C(=NC=C2)N)Cl)CO (S)-(3-(1-amino-1,3-dihydrospiro[indene-2,4'-piperidine]-1'-yl)-6-(2-(2-amino-3-chloropyridin-4-yl)ethyl)pyrazin-2-yl)methanol